3-isopropyl-1-p-toluenesulfonyl-1H-pyrrolo[3,2-b]pyridine-5-ol C(C)(C)C1=CN(C=2C1=NC(=CC2)O)S(=O)(=O)C2=CC=C(C)C=C2